thieno[3,2-d]pyrimidin-3(4H)-amine N1=CN(CC2=C1C=CS2)N